COC1=CC=C(C=C1)C(OC[C@H]1O[C@H](C(C1O)F)N1C2=NC=NC(=C2N=C1)NC)(C1=CC=CC=C1)C1=CC=C(C=C1)OC (2R,5R)-2-[[bis(4-methoxyphenyl)-phenyl-methoxy]methyl]-4-fluoro-5-[6-(methylamino)purin-9-yl]tetrahydrofuran-3-ol